N-[4-(3-methoxyphenoxy)phenyl]-7H-pyrrolo[2,3-d]pyrimidin-4-amine COC=1C=C(OC2=CC=C(C=C2)NC=2C3=C(N=CN2)NC=C3)C=CC1